zirconium(IV) ethoxide zirconium(IV) propoxide [O-]CCC.[Zr+4].[O-]CC.[Zr+4]